1-{1-[5-Chloro-3-(1-ethylazetidin-3-yl)-2-methoxy-4-methylphenyl]ethyl}-3-methyl-1H-pyrazolo[3,4-d]pyrimidin-4-amine ClC=1C(=C(C(=C(C1)C(C)N1N=C(C=2C1=NC=NC2N)C)OC)C2CN(C2)CC)C